COC(CC(CC(=O)OC)=O)=O.N1C(=NC2=C1C=CC=C2)[C@@H]2[C@H](C2)C(=O)NC2(CC2)C(=O)NC2=CC(=CC=C2)OC(F)(F)F 1-((1S,2S)-2-(1H-Benzo[d]imidazol-2-yl)cyclopropane-1-carboxamido)-N-(3-(trifluoromethoxy)phenyl)cyclopropane-1-carboxamide Dimethyl-3-oxoglutarate